CC1(C(CCCC1)NC(C1=NC=CC(=C1)N1C=NC=C1)=O)C N-(2,2-dimethylcyclohexyl)-4-(1H-imidazol-1-yl)picolinamide